N-[3-(dimethylamino)propyl]methyl-methacrylamide catechol-phosphate P(=O)(O)(O)OC=1C(O)=CC=CC1.CN(CCCNC(C(=CC)C)=O)C